2-(6-(((1R,3s,5S)-1,5-dimethyl-8-azabicyclo[3.2.1]octan-3-yl)(2-fluoroethyl)amino)pyridazin-3-yl)-5-(1H-pyrazol-4-yl)phenol C[C@]12CC(C[C@](CC1)(N2)C)N(C2=CC=C(N=N2)C2=C(C=C(C=C2)C=2C=NNC2)O)CCF